methyl 2-{3-[(1,3-benzothiazol-2-yl) amino]-4-methyl-5H,6H,7H,8H-pyrido[2,3-c]pyridazin-8-yl}-5-(3-{4-[2-(dimethylamino) ethyl]-2-fluorophenoxy} propyl)-1,3-thiazole-4-carboxylate S1C(=NC2=C1C=CC=C2)NC2=C(C1=C(N=N2)N(CCC1)C=1SC(=C(N1)C(=O)OC)CCCOC1=C(C=C(C=C1)CCN(C)C)F)C